C1=CC=CC2=C1C=CC=1C2=NC=2C1C1=NC3=C4C(=CC=C3C1=CC2)C=CC=C4 benzindolobenzcarbazole